FC1(CCC(CC1)CN1N=CC(=C1)CNC1=NC=2N([C@H](C(NC2C(=N1)C)=O)C)C)F (7S)-2-(((1-((4,4-difluorocyclohexyl)methyl)-1H-pyrazol-4-yl)methyl)amino)-4,7,8-trimethyl-7,8-dihydropteridin-6(5H)-one